C(C)(C)(C)C1=NC=C(C(=N1)Cl)C(=O)NS(=O)(=O)C1=CC=CC(=N1)NC(CC[C@H]1CC(N(C1)C(=O)OC(C)(C)C)(C)C)C1=NC=CC(=C1)C(C)(C)C tert-Butyl (4S)-4-[3-[[6-[(2-tert-butyl-4-chloro-pyrimidine-5-carbonyl)sulfamoyl]-2-pyridyl]amino]-3-(4-tert-butyl-2-pyridyl)propyl]-2,2-dimethyl-pyrrolidine-1-carboxylate